(R)-3'-(1-acetyl-4-acryloylpiperazin-2-yl)-5'-chloro-N-methyl-[1,1'-biphenyl]-3-carboxamide C(C)(=O)N1[C@@H](CN(CC1)C(C=C)=O)C=1C=C(C=C(C1)Cl)C1=CC(=CC=C1)C(=O)NC